N-[(3R)-1-(4-{[(1R)-1-(2-methoxyphenyl)ethyl]amino}-2-methylpyrido[3,4-d]pyrimidin-6-yl)pyrrolidin-3-yl]acetamide COC1=C(C=CC=C1)[C@@H](C)NC=1C2=C(N=C(N1)C)C=NC(=C2)N2C[C@@H](CC2)NC(C)=O